C(=O)(O)C(CC1=CC(=C(C=C1)O)O)NC(=O)C1=CC(=C(C(=O)O)C=C1O)O 4-(1-Carboxy-2-(3,4-dihydroxyphenyl)ethylaminocarbonyl)-2,5-dihydroxybenzoic acid